C(C1=CC=CC=C1)N1C(=NC(=C1)C1=C(C=CC(=C1)F)F)[C@@H](C(C)(C)C)N(C(CSCCNC(OCC[Si](C)(C)C)=O)=O)CCCNC(OC(C)(C)C)=O tert-butyl (13-{(1R)-1-[1-benzyl-4-(2,5-difluorophenyl)-1H-imidazol-2-yl]-2,2-dimethylpropyl}-2,2-dimethyl-6,12-dioxo-5-oxa-10-thia-7,13-diaza-2-silahexadecan-16-yl)carbamate